COC(CC(CCCCCCCCC)N(C(CCCCCCCCC)=O)CCCN(C)C)=O.NCC1CN(C(O1)=O)C1=C(C=C(C=C1)S(=O)(=O)N1CCN(CC1)C1=NC(=CC(=C1)C(F)(F)F)Cl)F 5-(Aminomethyl)-3-[4-[4-[6-chloro-4-(trifluoromethyl)-2-pyridinyl]piperazin-1-yl]sulfonyl-2-fluoro-phenyl]oxazolidin-2-one Methyl-3-{N-[3-(dimethylamino)propyl]decanamido}dodecanoate